Isopropylthioxanthon C(C)(C)C1=CC=CC=2SC3=CC=CC=C3C(C12)=O